iminocyclohepta[d]pyrimidin-2-one hydrochloride Cl.N=C1C=2C(=NC(N1)=O)C=CC=CC2